ClC=1C(=C(C=CC1)NC(=O)C1=CC(=CC=2NC(=NC21)NCC(C)(C)O)NC(=O)C2=C(C=CC=C2)C(F)(F)F)C N-(3-chloro-2-methylphenyl)-2-[(2-hydroxy-2-methylpropyl)amino]-6-({[2-(trifluoromethyl)phenyl]carbonyl}amino)-1H-benzimidazole-4-carboxamide